Methyl-2,3,3,3-TetrafluoropropioNate COC(C(C(F)(F)F)F)=O